S(=O)(=O)=C1N(CCCC1)C(=O)N sulfonylpiperidinecarboxamide